tert-butyl N-[2-(dimethylamino)ethyl-(1-isopropylpyrazol-4-yl)sulfamoyl]carbamate CN(CCN(S(=O)(=O)NC(OC(C)(C)C)=O)C=1C=NN(C1)C(C)C)C